N-(4-chloro-3-fluorophenyl)-N-(5-((2-chloro-5-(trifluoromethyl)phenyl)carbamoyl)-4-(methoxymethyl)thiazol-2-yl)cyclopropane-1,1-dicarboxamide ClC1=C(C=C(C=C1)N(C(=O)C1(CC1)C(=O)N)C=1SC(=C(N1)COC)C(NC1=C(C=CC(=C1)C(F)(F)F)Cl)=O)F